FC=1C(=NC=C(C1C1=CC=C2C(=NNC2=C1F)C=1NC=CN1)F)NS(=O)(=O)C=1C(=NC=C(C1)F)C N-(3,5-difluoro-4-(7-fluoro-3-(1H-imidazol-2-yl)-1H-indazol-6-yl)pyridin-2-yl)-5-fluoro-2-methylpyridine-3-sulfonamide